N[C@@H]1CN(CC[C@H]1F)C1=NC2=C(N1CC(=O)N(CC(F)(F)F)C)C(=CC(=C2)F)F 2-(2-((3R,4R)-3-amino-4-fluoropiperidin-1-yl)-5,7-difluoro-1H-benzo[d]imidazol-1-yl)-N-methyl-N-(2,2,2-trifluoroethyl)acetamide